2-hydroxy-4-(3-methacryloxy-2-acryloxy-2-hydroxypropoxy)benzophenone OC1=C(C(=O)C2=CC=CC=C2)C=CC(=C1)OCC(COC(C(=C)C)=O)(O)OC(C=C)=O